tetrahydro-2H-pyrantriamine O1C(C(C(CC1)N)N)N